tert-butyl 4-(5-methoxy-3-oxopentanoyl)piperazine-1-carboxylate COCCC(CC(=O)N1CCN(CC1)C(=O)OC(C)(C)C)=O